(R)-2-(3-mono(1-(azetidin-1-yl)-2-methoxyethyl)-1H-1,2,4-triazol-5-yl)-6-chloro-7-fluoro-3-(1H-imidazol-1-yl)-5-methoxy-1-methyl-1H-indole N1(CCC1)[C@@H](COC)C1=NNC(=N1)C=1N(C2=C(C(=C(C=C2C1N1C=NC=C1)OC)Cl)F)C